N1-(2-(dimethylamino)ethyl)-5-methoxy-N1-methyl-N4-(4-(3,3,6-trimethyl-2,3-dihydro-1H-pyrrolo[3,2-b]pyridin-1-yl)-1,3,5-triazin-2-yl)benzene-1,2,4-triamine CN(CCN(C=1C(=CC(=C(C1)OC)NC1=NC=NC(=N1)N1CC(C2=NC=C(C=C21)C)(C)C)N)C)C